C(C1=CC=CC=C1)(=O)NC(=O)[C@@H]1CC12CCN(CC2)C(=O)OC(C(F)(F)F)C(F)(F)F |r| 1,1,1,3,3,3-hexafluoro-propan-2-yl (±)-1-(benzoyl-carbamoyl)-6-azaspiro[2.5]-octane-6-carboxylate